(2S,4R)-1-[(3-chloro-2-fluoro-phenyl)methyl]-4-[[3-fluoro-6-[(5-methyl-1H-pyrazol-3-yl)amino]-2-pyridyl]methyl]-2-methyl-piperidine-4-carboxylic acid ClC=1C(=C(C=CC1)CN1[C@H](C[C@@](CC1)(C(=O)O)CC1=NC(=CC=C1F)NC1=NNC(=C1)C)C)F